The molecule is a very long-chain fatty acyl-CoA that results from the formal condensation of the thiol group of coenzyme A with the carboxy group of (17Z)-hexacosenoic acid. It is a very long-chain fatty acyl-CoA and a monounsaturated fatty acyl-CoA. It derives from a (17Z)-hexacosenoic acid. It is a conjugate acid of a (17Z)-hexacosenoyl-CoA(4-). CCCCCCCC/C=C\\CCCCCCCCCCCCCCCC(=O)SCCNC(=O)CCNC(=O)[C@@H](C(C)(C)COP(=O)(O)OP(=O)(O)OC[C@@H]1[C@H]([C@H]([C@@H](O1)N2C=NC3=C(N=CN=C32)N)O)OP(=O)(O)O)O